2-(3-bromophenyl)-5-methyl-1H-imidazole BrC=1C=C(C=CC1)C=1NC(=CN1)C